(2-chlorophenyl)-1',2'-dIhydrospiro[cyclopentane-1,3'-pyrrolo[3,2-b]pyridine]-5'-carboxamide ClC1=C(C=CC=C1)N1CC2(C3=NC(=CC=C31)C(=O)N)CCCC2